BrC1=CC=2N(C=C1)C(=C(N2)C(=O)N2C(CCCC2)C(F)(F)F)CC (7-bromo-3-ethylimidazo[1,2-a]pyridin-2-yl)(2-(trifluoromethyl)piperidin-1-yl)methanone